NC1=NN2C(N=CC=C2)=C1C(=O)N[C@@H](C)N1CC2=CC=CC(=C2C(N1C1=CC=CC=C1)=O)C#CC=1C=NN(C1)C (R)-2-amino-N-(1-(5-((1-methyl-1H-pyrazol-4-yl)ethynyl)-4-oxo-3-phenyl-3,4-dihydrophthalazin-2(1H)-yl)ethyl)pyrazolo[1,5-a]pyrimidine-3-carboxamide